phenyl(dimethylfluorenyl)dibenzothiophene C1(=CC=CC=C1)C1=C(C2=C(SC3=C2C=CC=C3)C=C1)C1=C(C(=CC=3C2=CC=CC=C2CC13)C)C